((3-methylthiophen-2-yl)methyl)-2-(9-(pyridin-2-yl)-2,6-dioxaspiro[4.5]decan-9-yl)ethylamine CC1=C(SC=C1)CNCCC1(CCOC2(CCOC2)C1)C1=NC=CC=C1